(2S,4R)-1-[(2S)-2-[4-[[(3,4-difluorophenyl)carbamoylamino]methyl]triazol-1-yl]-3,3-dimethyl-butanoyl]-4-hydroxy-N-methyl-pyrrolidine-2-carboxamide FC=1C=C(C=CC1F)NC(=O)NCC=1N=NN(C1)[C@H](C(=O)N1[C@@H](C[C@H](C1)O)C(=O)NC)C(C)(C)C